C[Si](CCOCOC)(C)C 2-(trimethylsilyl)ethoxymethoxymethane